5-(tert-butyl) 3-ethyl 1-(4-isopropylphenyl)-1,4,6,7-tetrahydro-5H-pyrazolo[4,3-c]pyridine-3,5-dicarboxylate C(C)(C)C1=CC=C(C=C1)N1N=C(C=2CN(CCC21)C(=O)OC(C)(C)C)C(=O)OCC